C1(CCCC1)C[C@@H](C(=O)O)NC(=O)C1=NC=C(C=C1)NC(NC1=C(N=C(NC1=O)N)N)=O (2S)-3-cyclopentyl-2-[(5-{[(2,4-diamino-6-oxo-1,6-dihydropyrimidin-5-yl)carbamoyl]amino}pyridin-2-yl)formamido]propanoic acid